ClC=1C=C(C=CC1)NC(OC1=CC=CC=C1)=O Phenyl (3-chlorophenyl)carbamate